NC1=C(C=CC(=C1)NCC1=CC=C(C=C1)C(F)(F)F)NC(CC#CC1CC1)=O N-(2-amino-4-((4-(trifluoromethyl)benzyl)amino)phenyl)-4-cyclopropylbut-3-ynamide